FC1=CC(=CC2=CC=3C[C@@](CCC3N=C12)(C(C)C)F)C(=O)N[C@H](CC[NH+]1CCC2(CCOC2)CC1)C=1C=NC(=CC1)C1=CN=NC=C1 (7S)-4,7-difluoro-7-isopropyl-N-[(1R)-3-(2-oxa-8-azoniaspiro[4.5]decan-8-yl)-1-(6-pyridazin-4-yl-3-pyridyl)propyl]-6,8-dihydro-5H-acridine-2-carboxamide